(S)-benzyl 2-(chlorocarbonyl)pyrrolidine-1-carboxylate ClC(=O)[C@H]1N(CCC1)C(=O)OCC1=CC=CC=C1